(2R)-2-acetamido-N-benzyl-3-hydroxy-propionamide C(C)(=O)N[C@@H](C(=O)NCC1=CC=CC=C1)CO